1-Tert-butyl 4-(3-methoxypyridazin-4-yl)piperazine-1-carboxylate COC=1N=NC=CC1N1CCN(CC1)C(=O)OC(C)(C)C